C[Si]1(C(=C(C(=C1C1=CC=CC=C1)C1=CC=CC=C1)C1=CC=CC=C1)C1=CC=CC=C1)C1=CC=CC=C1 1-methyl-1,2,3,4,5-penta-phenyl-silole